C(OCCOCCOCCOCCOCCOCCOCCOCCOCCOCCOCCOCCOC)C1=NN=C(N=N1)C1=CC=C(C(=O)O)C=C1 4-(6-(2,5,8,11,14,17,20,23,26,29,32,35,38-tridecaoxanonatriacontyl)-1,2,4,5-tetrazin-3-yl)benzoic acid